C(CCC)[N+]1(CCCCC1)CCCCCC 1-butyl-1-hexylpiperidinium